O=C1NC(CCC1N1C(C2=CC(=C3C(=C2C1)OC=C3)N(C(=O)OC(C)(C)C)C(=O)OC(C)(C)C)=O)=O di-tert-butyl (7-(2,6-dioxopiperidin-3-yl)-6-oxo-7,8-dihydro-6H-furo[2,3-e]isoindol-4-yl)imidodicarbonate